benzenesulfonic acid Hydrazide C1(=CC=CC=C1)S(=O)(=O)NN